3-fluoro-2-methyl-6-(4,4,5,5-tetramethyl-1,3,2-dioxaborolan-2-yl)pyrazolo[1,5-a]pyrimidine FC=1C(=NN2C1N=CC(=C2)B2OC(C(O2)(C)C)(C)C)C